Kalium Kalium(I) [K+].[K+]